C(CC)(=O)O.C(CC)(=O)O.N[C@@H](C(=O)N[C@@H](C(=O)N)CC(C)C)CC1=CC=CC=C1 (2R)-2-[[(2R)-2-amino-3-phenyl-propionyl]amino]-4-methyl-pentanoamide dipropionate